ClC=1C=C(C=CC1)C1=C[C@H]2[C@@H]([C@H]2C1)C1=NOC(=N1)CN1C=NC=2N=CN(C2C1=O)C 1-((3-((1S,5S,6R)-3-(3-chlorophenyl)bicyclo[3.1.0]hex-2-en-6-yl)-1,2,4-oxadiazol-5-yl)methyl)-7-methyl-1,7-dihydro-6H-purin-6-one